2,5-dimethoxy-3-methylpyrazine COC1=NC=C(N=C1C)OC